[(2R,3S)-5-acetoxy-2-ethyl-3-(4-methylbenzoyl)oxy-tetrahydrofuran-2-yl]methyl 4-methylbenzoate CC1=CC=C(C(=O)OC[C@]2(OC(C[C@@H]2OC(C2=CC=C(C=C2)C)=O)OC(C)=O)CC)C=C1